[Al].[Si] silicon aluminum salt